4-(dibromomethyl)-3-fluorobenzonitrile BrC(C1=C(C=C(C#N)C=C1)F)Br